C(C1=CC=CC=C1)N1CCC(CC1)CCN 2-(1-benzylpiperidin-4-yl)ethan-1-amine